C1(CC1)C1=CC2=C(N=CN=C2C=2C=CC(=NC2)N2CC3N(C(C2)C3)CC3=C(C=C(C(=C3)F)OC)O)N1 2-((3-(5-(6-cyclopropyl-7H-pyrrolo[2,3-d]pyrimidin-4-yl)pyridin-2-yl)-3,6-diazabicyclo[3.1.1]heptan-6-yl)methyl)-4-fluoro-5-methoxyphenol